CN1N=CC(=C1)N(S(=O)(=O)[N-]C(NC1=C2CCC2=CC=2CCC12)=O)C[C@H]1OCCCC1.[Na+] Sodium [(1-methyl-1H-pyrazol-4-yl)({[(2S)-oxan-2-yl]methyl})sulfamoyl]-({tricyclo[6.2.0.03,6]deca-1,3(6),7-trien-2-yl}carbamoyl)azanide